[Si](C1=CC=CC=C1)(C1=CC=CC=C1)(C(C)(C)C)OCC1=NN(C(=C1)CCl)C 3-(((Tert-butyldiphenylsilyl)oxy)methyl)-5-(chloromethyl)-1-methyl-1H-pyrazole